The molecule is a tetrasaccharide derivative composed of four arabinofuranose residues in a beta(1->2), alpha(1->5) and alpha(1->5) linear sequence (with alpha-configuration at the reducing end), to the arabinofuranose residue at the non-reducing end is linked (3P->5) a 1D-myo-inositol 5-phosphate moiety. It derives from a myo-inositol. C([C@@H]1[C@H]([C@@H]([C@H](O1)OC[C@@H]2[C@H]([C@@H]([C@H](O2)OC[C@@H]3[C@H]([C@@H]([C@H](O3)O)O)O)O)O)O[C@H]4[C@H]([C@@H]([C@H](O4)COP(=O)(O)OC5[C@H]([C@H](C([C@H]([C@@H]5O)O)O)O)O)O)O)O)O